4-(3-Chloro-2-fluoro-6-methoxyphenyl)-6-methyl-N-(5-(2-(oxetan-3-yloxy)ethoxy)-1,3,4-thiadiazol-2-yl)nicotinamide osmium [Os].ClC=1C(=C(C(=CC1)OC)C1=CC(=NC=C1C(=O)NC=1SC(=NN1)OCCOC1COC1)C)F